(20Z,23Z)-N-ethyl-N-methylnonacosa-20,23-dien-10-amin C(C)N(C(CCCCCCCCC)CCCCCCCCC\C=C/C\C=C/CCCCC)C